2-bromobenzo[4,5]imidazo[1,2-a]pyrimidin-9-ol BrC1=NC=2N(C=C1)C1=C(N2)C(=CC=C1)O